C(C)(=O)[C@](N)(CCCCNC(=O)OC(C)(C)C)C(=O)NCCN 2-Acetyl-N-(2-aminoethyl)-N6-(tert-butoxycarbonyl)-L-lysinamide